tert-butyl N-[(piperidin-4-yl)methyl]carbamate N1CCC(CC1)CNC(OC(C)(C)C)=O